diisostearyl distearate C(CCCCCCCCCCCCCCCCC)(=O)OCCCCCCCCCCCCCCCC(C)C.C(CCCCCCCCCCCCCCCCC)(=O)OCCCCCCCCCCCCCCCC(C)C